ClC1=NC=CC(=C1F)N1N=NC=C1C=O 1-(2-chloro-3-fluoropyridin-4-yl)-1H-1,2,3-triazole-5-carbaldehyde